Cl.N=1C=NN2C1C=C(C=C2)OC2=C(C=C(C=C2)NC=2C1=C(N=CN2)C=CC(=N1)N[C@@H]1CNCCC1)C (S)-N4-(4-([1,2,4]triazolo[1,5-a]pyridin-7-yloxy)-3-methylphenyl)-N6-(piperidin-3-yl)pyrido[3,2-d]pyrimidine-4,6-diamine hydrochloride